OC1=NC=CC2=CC=CC=C12 hydroxyisoquinoline